C1(CCC1)N1CCC(CC1)OC1=CC=C(C=C1)NC(=S)NCCN1C(CCC1)C 1-(4-((1-cyclobutylpiperidin-4-yl)oxy)phenyl)-3-(2-(2-methylpyrrolidin-1-yl)ethyl)thiourea